propylenediammonium hydroxide [OH-].C(C(C)[NH3+])[NH3+].[OH-]